C(C1=CC=CC=C1)C=1NC(=NN1)C(=O)NC=1C=NC=C(C1)C1=C(C=CC(=C1)OC(C)C)Cl 5-benzyl-N-(5-(2-chloro-5-isopropoxyphenyl)pyridin-3-yl)-4H-1,2,4-triazole-3-carboxamide